4-Chloro-7-methylbenzofuran ClC1=CC=C(C2=C1C=CO2)C